[I-].ClC1=C(C=CC=C1)[C@@]1(C(CCCC1)=O)N(C(=O)C=1C=[N+](C=CC1)C)C (S)-3-((1-(2-chlorophenyl)-2-oxocyclohexyl)(methyl)carbamoyl)-1-methylpyridin-1-ium iodide